2,2'-(disulfanediylbis(methylene))bis(2-methylpropane-1,3-diol) S(SCC(CO)(CO)C)CC(CO)(CO)C